CN(C(C(C1=CC=CC=C1)C1=CC=CC=C1)=O)C1=CN=CC=C1C(=O)O 5-(N-methyl-2,2-diphenylacetamido)isonicotinic acid